1-(2-(5-(2-cyanophenyl)isoindolin-2-yl)-2-oxoethyl)-1H-1,2,4-triazole-3-carbonitrile C(#N)C1=C(C=CC=C1)C=1C=C2CN(CC2=CC1)C(CN1N=C(N=C1)C#N)=O